NC(CNC(=O)C1=CC=C(C(=N1)C(=O)O)C=1C(=CC2=C(OCCC3=C2SC=C3)C1)C(NC1=CC=C(C=C1)CN)=O)=O 6-((2-amino-2-oxoethyl)carbamoyl)-3-(9-((4-(aminomethyl)phenyl)carbamoyl)-4,5-dihydrobenzo[b]thieno[2,3-d]oxepin-8-yl)picolinic acid